(3E,6S)-6-isopropenyl-3,9-dimethyl-3,9-decadienylpropionate C(=C)(C)[C@H](C/C=C(/CCOC(CC)=O)\C)CCC(=C)C